2-[(2R,4S,5S)-1-(2,4-dichlorophenyl)-5-hydroxy-2,6,6-trimethylheptan-4-yl]-2,4-dihydro-3H-1,2,4-triazol-3-thion ClC1=C(C=CC(=C1)Cl)C[C@H](C[C@@H]([C@H](C(C)(C)C)O)N1N=CNC1=S)C